C1(=CC=CC=C1)C(C#N)C(C#N)C1=CC=CC=C1 2,3-diphenyl-succinonitrile